(4-(1H-indol-2-yl)phenyl)-3-cyclopentyl-2-(hydroxyimino)propan-1-one N1C(=CC2=CC=CC=C12)C1=CC=C(C=C1)C(C(CC1CCCC1)=NO)=O